tert-butyl (S)-3-(4-(6,7-difluoroquinolin-4-yl)piperazine-1-carbonyl)pyrrolidine-1-carboxylate FC=1C=C2C(=CC=NC2=CC1F)N1CCN(CC1)C(=O)[C@@H]1CN(CC1)C(=O)OC(C)(C)C